BrC1=CC=C2CN(C(C2=C1)=O)C1C(NC(CC1)=O)=O 3-(6-Bromo-1-oxo-3H-isoindol-2-yl)piperidine-2,6-dione